4-Chloro-1-ethyl-5-(4-methoxy-6-((S*)-3,3,3-trifluoro-2-methylpropyl)pyridin-3-yl)-N-(((1r,4r)-4-(methylsulfonyl)cyclohexyl)methyl)-1H-pyrazole-3-carboxamide ClC=1C(=NN(C1C=1C=NC(=CC1OC)C[C@@H](C(F)(F)F)C)CC)C(=O)NCC1CCC(CC1)S(=O)(=O)C |o1:15|